racemic-N-methyl-morphinan CN1[C@H]2[C@@H]3CCCC[C@@]3(C=3C=CC=CC3C2)CC1 |r|